ClC1=CC=2N(N=C1)C(=C(N2)C(=O)O)C2=CC(=CC(=C2)Cl)Cl 7-chloro-3-(3,5-dichlorophenyl)imidazo[1,2-b]pyridazine-2-carboxylic acid